(2-chloro-3-(oxetan-3-yloxy)phenyl)propan-1-ol ClC1=C(C=CC=C1OC1COC1)C(CC)O